2-{3-methoxy-4-[(1s,3s)-3-(dimethylamino)cyclobutoxy]phenylamino}-4-(3-quinolylamino)pyridine COC=1C=C(C=CC1OC1CC(C1)N(C)C)NC1=NC=CC(=C1)NC=1C=NC2=CC=CC=C2C1